(7S)-3-amino-11-fluoro-7-methyl-4-oxo-4,5,6,7,13,14-hexahydro-1,15-ethenopyrazolo[4,3-f][1,4,8,10]benzoxatriazacyclotridecine-12-carbonitrile NC1=NN2C3=C1C(NC[C@@H](OC1=C(CNC(=N3)C=C2)C(=C(C=C1)F)C#N)C)=O